6-(1,4-Diazepan-1-yl)pyridine-2-carbonitrile N1(CCNCCC1)C1=CC=CC(=N1)C#N